silver-manganese dioxide [O-2].[O-2].[Mn+2].[Ag+]